CN1N=C(C=C1)N1CCN(CC1)C(=O)C1(CCCC1)NC1=C(C#N)C=CC=C1 ((1-(4-(1-methyl-1H-pyrazol-3-yl)piperazine-1-carbonyl)cyclopentyl)amino)benzonitrile